CC=1C=NC=2N(C1C)N=CC2C2=NC(OC1=C2C=CC=C1)(C)CCCC#N 4-(4-(6,7-dimethylpyrazolo[1,5-a]pyrimidin-3-yl)-2-methyl-2H-benzo[e][1,3]oxazin-2-yl)butanenitrile